OC(CCOC1=NC=C(C=N1)NC(O[C@H](C)[C@H](C)OC1=C(C=C2C(=N1)SC(=N2)C2=C1N=CC(=NC1=CC(=C2)C)OC)F)=O)(C)C (2R,3S)-3-((6-fluoro-2-(2-methoxy-7-methylquinoxalin-5-yl)thiazolo[5,4-b]pyridin-5-yl)oxy)butan-2-yl (2-(3-hydroxy-3-methylbutoxy)pyrimidin-5-yl)carbamate